CC1(OC2=C(C1)C=C(C(=C2)C2CCN(CC2)CC(F)(F)F)NC(=O)C=2C=NN1C2N=CC=C1)C N-[2,2-dimethyl-6-[1-(2,2,2-trifluoroethyl)-4-piperidyl]-3H-benzofuran-5-yl]pyrazolo[1,5-a]pyrimidine-3-carboxamide